(1R,5S,6r)-N-(2-(8-(4-methoxyphenyl)imidazo[1,5-a]pyridin-3-yl)propan-2-yl)-3-azabicyclo[3.1.1]heptane-6-carboxamide COC1=CC=C(C=C1)C=1C=2N(C=CC1)C(=NC2)C(C)(C)NC(=O)C2[C@H]1CNC[C@@H]2C1